FC(C=1C=C(C(=O)OC)C=CC1C(C)C)F methyl 3-(difluoromethyl)-4-isopropylbenzoate